2-(carboxymethylthio)succinic acid C(=O)(O)CSC(C(=O)O)CC(=O)O